C1(CC1)NC(=O)C1=CC=C(C=N1)O[C@H]1CN(CC1)C(=O)OC(C)(C)C tert-butyl (3R)-3-{[6-(cyclopropylcarbamoyl)pyridin-3-yl]oxy}pyrrolidine-1-carboxylate